DIMETHYL-3-CYCLOHEXENE CC1=C(CCCC1)C